3-{4-[(3S)-3-aminopiperidin-1-yl]-3-(3-chloro-5-methylphenyl)cinnolin-6-yl}-5-fluorobenzamide N[C@@H]1CN(CCC1)C1=C(N=NC2=CC=C(C=C12)C=1C=C(C(=O)N)C=C(C1)F)C1=CC(=CC(=C1)C)Cl